(R)-3-(4-amino-6-(3-methoxyazetidin-1-yl)pyrido[3,4-d]pyrimidin-8-yl)-2,4-dimethylphenol NC=1C2=C(N=CN1)C(=NC(=C2)N2CC(C2)OC)C=2C(=C(C=CC2C)O)C